O1C(CC1)CNC1=NC(=NC=C1C(F)(F)F)N N4-(oxetan-2-ylmethyl)-5-(trifluoromethyl)pyrimidin-2,4-diamine